(2S,4S)-4-fluoro-1-[2-[4-[(8-fluoro-5-isoquinolinyl)amino]-1-piperidinyl]acetyl]pyrrolidine-2-carbonitrile F[C@H]1C[C@H](N(C1)C(CN1CCC(CC1)NC1=C2C=CN=CC2=C(C=C1)F)=O)C#N